2-[1-(2,2-difluoroethyl)-1H-pyrazolo[3,4-b]pyrazin-6-yl]-8-[5-(trifluoromethyl)pyridin-2-yl]-5-oxa-2,8-diazaspiro[3.5]nonane FC(CN1N=CC=2C1=NC(=CN2)N2CC1(C2)OCCN(C1)C1=NC=C(C=C1)C(F)(F)F)F